heptadecafluoro-1-chlorodecane FC(C(C(C(C(C(C(C(C(Cl)(F)F)(F)F)(F)F)(F)F)(F)F)(F)F)(F)F)(F)F)C